2-fluorophenyl-5-azaspiro[2.4]heptane-5-carboxylate FC1=C(C=CC=C1)OC(=O)N1CC2(CC2)CC1